1,3-Di-n-butyl-4-hydroxy-5-isopropyl-pyrazol C(CCC)N1N=C(C(=C1C(C)C)O)CCCC